(S)-3-fluoro-4-methoxy-N-(3-(1-((1-methyl-1H-pyrazolo[3,4-b]pyrazin-6-yl)amino)ethyl)phenyl)benzamide FC=1C=C(C(=O)NC2=CC(=CC=C2)[C@H](C)NC2=CN=C3C(=N2)N(N=C3)C)C=CC1OC